CC/C=C\\C/C=C\\C/C=C\\C/C=C\\C/C=C\\CCCCCCCCC/C=C/C(=O)SCCNC(=O)CCNC(=O)[C@@H](C(C)(C)COP(=O)([O-])OP(=O)([O-])OC[C@@H]1[C@H]([C@H]([C@@H](O1)N2C=NC3=C(N=CN=C32)N)O)OP(=O)([O-])[O-])O The molecule is a 2,3-trans-enoyl CoA(4-) obtained by deprotonation of the phosphate and diphosphate OH groups of (2E,13Z,16Z,19Z,22Z,25Z)-octacosahexaenoyl-CoA; major species at pH 7.3. It is a conjugate base of a (2E,13Z,16Z,19Z,22Z,25Z)-octacosahexaenoyl-CoA.